NC1=C(C=CC=C1)N(S(=O)=O)C N-(2-aminophenyl)-N-methylsulfonamide